methyl 1-methyl-4-(1-methyl-4-[3-[(1-methylpyrrol-2-yl)formamido]propanamido]imidazole-2-amido)pyrrole-2-carboxylate CN1C(=CC(=C1)NC(=O)C=1N(C=C(N1)NC(CCNC(=O)C=1N(C=CC1)C)=O)C)C(=O)OC